C(#N)N[C@@H]1C[C@H](CC1)C(=O)NC1=NN(C=C1)C1=CC=CC=C1 (1S,3S)-3-(cyanoamino)-N-(1-phenyl-1H-pyrazol-3-yl)cyclopentane-1-carboxamide